2-fluoro-N-methyl-4-(piperazin-1-yl)benzamide HCl salt Cl.FC1=C(C(=O)NC)C=CC(=C1)N1CCNCC1